2-[3-(sulfooxy)phenyl]acrylic acid S(=O)(=O)(O)OC=1C=C(C=CC1)C(C(=O)O)=C